Propylproline C(CC)N1[C@@H](CCC1)C(=O)O